COC(=O)C12C(NC(C(CN(C1)CC1=NC=CC=C1)(C2=O)C(=O)OC)C2=NC=CC=C2)C2=NC=CC=C2 9-oxo-2,4-bis(2-pyridinyl)-7-[(2-pyridinyl)methyl]-3,7-diazabicyclo[3.3.1]Nonane-1,5-dicarboxylic acid dimethyl ester